FC=1C=C(C=C(C1)F)N1N=C(C2=CC(=C3C(=C12)C=CC=C3)OC)C 1-(3,5-difluorophenyl)-5-methoxy-3-methyl-1H-benzo[g]indazole